6-(2,6-dichlorophenyl)-2-((3-fluoro-4-(4-hydroxy-1-methylpiperidin-4-yl)-5-methylphenyl)amino)-8,9-dihydroimidazo[1,2-a]pyrimido[5,4-e]pyrimidin-5(6H)-one ClC1=C(C(=CC=C1)Cl)N1C=2N(C3=C(C1=O)C=NC(=N3)NC3=CC(=C(C(=C3)C)C3(CCN(CC3)C)O)F)CCN2